C1(CC1)C1=NC(=CC=C1C=1C(CN(CC1)CC=1C(=C2NC(C(=NC2=CC1)CC)=O)F)F)C(=O)N cyclopropyl-1'-((2-ethyl-5-fluoro-3-oxo-3,4-dihydroquinoxalin-6-yl)methyl)-3'-fluoro-1',2',3',6'-tetrahydro-[3,4'-bipyridine]-6-carboxamide